2-{3-[(3R)-3-cyclopropylpiperazin-1-yl]-1,2,4-triazin-6-yl}-5-(4,5,6,7-tetrahydropyrazolo[1,5-a]pyridin-3-yl)phenol C1(CC1)[C@@H]1CN(CCN1)C=1N=NC(=CN1)C1=C(C=C(C=C1)C=1C=NN2C1CCCC2)O